CN1N=NC(=C1NC(O[C@H](C)C=1C(=NC=CC1)Cl)=O)C1=NC=C(C=C1)NC(=O)C1(CC1)C(F)(F)F (R)-1-(2-chloropyridin-3-yl)ethyl (1-methyl-4-(5-(1-(trifluoromethyl) cyclopropane-1-carboxamido) pyridin-2-yl)-1H-1,2,3-triazol-5-yl)carbamate